N-(4-amino-2-tetrahydropyran-2-yl-pyrazolo[4,3-c]pyridin-7-yl)-2-oxo-2-[rac-(2R,5S)-5-methyl-2-(2-methyl-7-quinolyl)-1-piperidyl]acetamide NC1=NC=C(C=2C1=CN(N2)C2OCCCC2)NC(C(N2[C@H](CC[C@@H](C2)C)C2=CC=C1C=CC(=NC1=C2)C)=O)=O |r|